methyl 2-(3-nitrobenzylidene)-3-oxobutyrate [N+](=O)([O-])C=1C=C(C=C(C(=O)OC)C(C)=O)C=CC1